benzyl (2R)-4-amino-2-(butanoylamino)-4-oxo-butanoate NC(C[C@H](C(=O)OCC1=CC=CC=C1)NC(CCC)=O)=O